CC1=CC=C(C=C1)S(=O)(=O)[O-].C1=CC=CC=2C3=CC=CC=C3C(C12)COC(=O)N[C@@H](C[NH3+])COCCOCCOC(C)(C)C (S)-2-((((9H-fluoren-9-yl)methoxy)carbonyl)amino)-3-(2-(2-(tert-butoxy)ethoxy)ethoxy)propan-1-aminium 4-methylbenzenesulfonate